1-(4-aminopiperidin-1-yl)-2-(methoxyimino)propan-1-one (S)-(tert-butyl-1-(3-(3-((5-chloropyridin-2-yl)oxy)phenyl)-1,2,4-oxadiazol-5-yl)-3-hydroxypropan-2-yl)carbamate C(C)(C)(C)C([C@H](CC1=NC(=NO1)C1=CC(=CC=C1)OC1=NC=C(C=C1)Cl)NC(O)=O)O.NC1CCN(CC1)C(C(C)=NOC)=O